methyl trans-4-(6-methylpyridin-3-yloxy)-cyclohexanecarboxylate CC1=CC=C(C=N1)O[C@@H]1CC[C@H](CC1)C(=O)OC